D-glucopyranosyl α-D-glucopyranoside monocaprylate C(CCCCCCC)(=O)O.O([C@@H]1[C@H](O)[C@@H](O)[C@H](O)[C@H](O1)CO)C1[C@H](O)[C@@H](O)[C@H](O)[C@H](O1)CO